FC(C=1C=C(C=CC1)C1=C(C(=CC=C1)C[C@@H]1N(CC([C@@H]1NS(=O)(=O)C)(F)F)C(C(C)(C)O)=O)F)F N-[(2S,3R)-2-{[3'-(difluoromethyl)-2-fluoro[1,1'-biphenyl]-3-yl]methyl}-4,4-difluoro-1-(2-hydroxy-2-methylpropanoyl)-pyrrolidin-3-yl]methanesulfonamide